ClC=1C=C(C(=NC1)OC=1C(=CC=2N(C1)C(=C(N2)C(=O)NC2(CCS(CC2)(=O)=O)C)C)C#N)OCC(F)(F)F 6-[5-chloro-3-(2,2,2-trifluoroethoxy)pyridine-2-yl]oxy-7-cyano-3-methyl-N-(4-methyl-1,1-dioxo-thian-4-yl)imidazo[1,2-a]pyridine-2-carboxamide